N-(3-Cyano-4-fluoro-phenyl)-1-methyl-4-{[(1S)-2,2,2-trifluoro-1-methyl-ethyl]sulfamoyl}Pyrrole-2-carboxamide C(#N)C=1C=C(C=CC1F)NC(=O)C=1N(C=C(C1)S(N[C@H](C(F)(F)F)C)(=O)=O)C